3-(1-benzyl-5-(3,5-bistrifluoromethylphenyl)-3,4-dimethyl-2-oxo-2,3-dihydro-1H-pyrrol-3-yl)propionic acid ethyl ester C(C)OC(CCC1(C(N(C(=C1C)C1=CC(=CC(=C1)C(F)(F)F)C(F)(F)F)CC1=CC=CC=C1)=O)C)=O